N-(4-methyl-5-sulfamoylthiazol-2-yl)acetamide CC=1N=C(SC1S(N)(=O)=O)NC(C)=O